2-((6-(((4-((3-chloropropyl)amino)pyridin-2-yl)amino)methyl)imidazo[1,2-a]pyridin-2-yl)methyl)-5-phenyl-2,7-naphthyridin-1(2H)-one ClCCCNC1=CC(=NC=C1)NCC=1C=CC=2N(C1)C=C(N2)CN2C(C1=CN=CC(=C1C=C2)C2=CC=CC=C2)=O